The molecule is a sesterterpenoid isolated from Leucosceptrum canum. It has been shown to exhibit anti-angiogenic and inhibitory activity against prolyl endopeptidase ( EC 3.4.21.26 ). It has a role as a metabolite, an angiogenesis inhibitor and an EC 3.4.21.26 (prolyl oligopeptidase) inhibitor. It is a sesterterpenoid, a terpene ketone, a secondary alcohol, an organic heterotricyclic compound, a tertiary alcohol and a tertiary alpha-hydroxy ketone. C[C@@H]1CC[C@H]2[C@H]1[C@]([C@@]3(C=C(CO[C@@]3([C@@H]2C)O)C)O)(C(=O)[C@@H](C)C[C@H]4[C@@H](C=C(C4=O)C)O)O